[Si](C)(C)(C(C)(C)C)OC=1C=C2C(=NN(C2=CC1)C1OCCCC1)C1=NC(=NC=C1)OC[C@@H](OCC[C@@H](C)CS(=O)(=O)[O-])C [(1R)-3-[(1S)-2-[4-[5-[tert-butyl(dimethyl)silyl]oxy-1-tetrahydropyran-2-yl-indazol-3-yl]pyrimidin-2-yl]oxy-1-methyl-ethoxy]-1-methyl-propyl]methanesulfonate